2-bromo-6-ethyl-7-(2-methylpiperazin-1-yl)pyrido[2,3-b]pyrazin-8(5H)-one trifluoroacetate FC(C(=O)O)(F)F.BrC=1N=C2C(=NC1)NC(=C(C2=O)N2C(CNCC2)C)CC